CCC(C)(C)[O-].[Bi+3].NC1=C(C=C(C=N1)C(C)=O)C(F)(F)F.CCC(C)(C)[O-].CCC(C)(C)[O-] 1-(6-amino-5-(trifluoromethyl)pyridin-3-yl)ethan-1-one bismuth (III) tert-pentoxide